N1=CC=C(C2=CC=CC=C12)C(=O)Cl Quinoline-4-carbonyl chloride